CC1(OC(CNC1)COC1=C2C(=CC=NC2=CC=N1)C)C 5-[(6,6-dimethylmorpholin-2-yl)methoxy]-4-methyl-1,6-naphthyridine